C(C=C)OC(=O)N1CC2(CC1=O)CCOCC2 allyl-3-oxo-8-oxa-2-azaspiro[4.5]decane-2-carboxylate